[1,4]thiazepino[2,3,4-ij]quinazolin-6-one S1CC=CN2C(N=CC3=CC=CC1=C23)=O